4-[4-cyano-2-({[(2'R,4S)-6-(1H-pyrazol-1-yl)-2,3-dihydrospiro[chromen-4,1'-cyclopropane]-2'-yl]Carbonyl}amino)phenyl]Butyric acid C(#N)C1=CC(=C(C=C1)CCCC(=O)O)NC(=O)[C@H]1[C@]2(C1)CCOC1=CC=C(C=C12)N1N=CC=C1